(3S,4R)-N-{2-[(1E)-but-1-en-1-yl]-3-(2,2,2-trifluoroethyl)-1-benzothiophen-7-yl}-3-fluoro-1-methylpiperidin-4-amine C(=C\CC)/C=1SC2=C(C1CC(F)(F)F)C=CC=C2N[C@H]2[C@H](CN(CC2)C)F